(S)-N-(5-amino-6-methylpyridin-3-yl)-2-(1-methylpyrrolidin-2-yl)acetamide NC=1C=C(C=NC1C)NC(C[C@H]1N(CCC1)C)=O